FC(OC=1C=C(C=C(C1)F)C1=CC(=C(C=C1)F)NS(=O)(=O)C1=CC=C(C=C1)C)F N-(3'-(difluoromethoxy)-4,5'-difluoro-[1,1'-biphenyl]-3-yl)-4-methylbenzenesulfonamide